[Ca+2].[O-2].[Ca+2].[O-2] calcium oxide, calcium salt